C(#N)C1=CC=C(C=C1)C1=CC(=CC=2N1N=CN2)NC(CCOC)=O N-[5-(4-cyanophenyl)-[1,2,4]triazolo[1,5-a]pyridin-7-yl]-3-methoxypropionamide